propyl (S)-2-(2-amino-3-((7-(5-methyl-1,2,4-oxadiazol-3-yl)isoquinolin-1-yl)amino)propanamido)-4-methylthiazole-5-carboxylate N[C@H](C(=O)NC=1SC(=C(N1)C)C(=O)OCCC)CNC1=NC=CC2=CC=C(C=C12)C1=NOC(=N1)C